SCCC1=C(C(=O)N)C=CC=C1C(=O)N mercaptoethyl-isophthalamide